Methyl 2-(4-methylphenyl)-2-methylpropionate CC1=CC=C(C=C1)C(C(=O)OC)(C)C